NC1=C(C=CC(=C1F)NCC1=CC=C(C=C1)O)NC(CCCCCC(CF)F)=O N-(2-amino-3-fluoro-4-((4-hydroxybenzyl)amino)phenyl)-7,8-difluorooctanamide